4-methoxyphenyl-diphenylsulfonium COC1=CC=C(C=C1)[S+](C1=CC=CC=C1)C1=CC=CC=C1